ClC=1C=NC=C(C1[C@@H](C)OC=1C=C2C(=NNC2=CC1)C=1C=C(C(=NC1)OC)NC(=O)C=1C=CC=C2C=CC=NC12)Cl (R)-N-(5-(5-(1-(3,5-Dichloropyridin-4-yl)ethoxy)-1H-indazol-3-yl)-2-methoxypyridin-3-yl)quinoline-8-carboxamide